NC1=NC2=CC(=CC=C2C=C1Br)C[C@@H]1CC[C@]2([C@@H]1O[C@H]([C@@H]2O)N2C=CC1=C2N=CN=C1N)O (2R,3R,3aS,6S,6aR)-6-((2-amino-3-bromoquinolin-7-yl)methyl)-2-(4-amino-7H-pyrrolo[2,3-d]pyrimidin-7-yl)hexahydro-2H-cyclopenta[b]furan-3,3a-diol